methyl 3-((cyclopropylmethyl) amino)-2-fluorobenzoate C1(CC1)CNC=1C(=C(C(=O)OC)C=CC1)F